B(OC1=CC=C(C=C1)C(F)(F)F)([O-])[O-] {4-(trifluoromethyl) phenyl} borate